7-ethenyl-1H-pyrrolo[3,2-b]pyridine-5-carbonitrile C(=C)C1=C2C(=NC(=C1)C#N)C=CN2